2-hydroxy-2-phenyl-1-phenylpropylether OC(C(C1=CC=CC=C1)OC(C(C)(O)C1=CC=CC=C1)C1=CC=CC=C1)(C)C1=CC=CC=C1